[Na+].SCCCS(=O)(=O)[O-] 3-mercapto-propanesulfonic acid sodium salt